O=C1C(=C(N(C=C1)CC1CCOCC1)C(=O)O)C1=CC=C(C=C1)C 4-oxo-1-((tetrahydro-2H-pyran-4-yl)methyl)-3-(p-tolyl)-1,4-dihydropyridine-2-carboxylic acid